NCC1(CN(C1)C1=CC=C(C=C1)N1C=NC(=C1)NC=1N=CC(=NC1)C#N)F 5-((1-(4-(3-(Aminomethyl)-3-fluoroazetidin-1-yl)phenyl)-1H-imidazol-4-yl)amino)pyrazine-2-carbonitrile